ClC1=C2C(=CNC2=C(C=C1)NS(=O)(=O)C=1C=NN(C1)CC1(CC1)CO)C#N N-(4-chloro-3-cyano-1H-indol-7-yl)-1-[[1-(hydroxymethyl)cyclopropyl]methyl]pyrazole-4-sulfonamide